2-chloro-5,6,6a,7,9,10-hexahydrospiro[pyrido[1',2':4,5]pyrazino[2,3-c]pyridazine-8,2'-[1,3]dioxolane] ClC=1C=C2C(=NN1)NCC1N2CCC2(OCCO2)C1